C(CCCCCCCCC=CCCCCCCCCCCCCCCCC)(=O)O 10-Heptacosenoic acid